2-(6-(((1S,2R,3R,5S,6R)-2-fluoro-6-methoxy-1,5,8-trimethyl-8-azabicyclo[3.2.1]octan-3-yl)oxy)pyridazin-3-yl)-5-(1H-imidazol-1-yl)phenol F[C@@H]1[C@@]2(C[C@H]([C@](C[C@H]1OC1=CC=C(N=N1)C1=C(C=C(C=C1)N1C=NC=C1)O)(N2C)C)OC)C